(4-(1-(2-chloro-5-(trifluoromethyl)phenyl)-5-(trifluoromethyl)-1H-1,2,3-triazole-4-carboxamido)-2-fluorophenoxy)-N-propylpicolinamide ClC1=C(C=C(C=C1)C(F)(F)F)N1N=NC(=C1C(F)(F)F)C(=O)NC1=CC(=C(OC=2C(=NC=CC2)C(=O)NCCC)C=C1)F